dioxo-1,2-thiazolidin O=C1C(NSC1)=O